cyano-3'-fluoro-6-(6-fluoro-1-(2-hydroxy-2-methylpropyl)-3-iodo-1H-indol-5-yl)-[1,1'-biphenyl] C(#N)C1=C(C(=CC=C1)C=1C=C2C(=CN(C2=CC1F)CC(C)(C)O)I)C1=CC(=CC=C1)F